C(C1=CC=CC=C1)C1(CN(CC1)S(=O)(=O)C1=NN(N=C1)C(C)C)C=1C=C2C=NN(C2=CC1C)C=1C=CC(N(C1)C)=O 5-(5-(3-benzyl-1-((2-isopropyl-2H-1,2,3-triazol-4-yl)sulfonyl)pyrrolidin-3-yl)-6-methyl-1H-indazol-1-yl)-1-methylpyridin-2(1H)-one